N'-(4-(3-((4-chlorobenzyl)oxy)oxetan-3-yl)-2-fluoro-5-methylphenyl)-N-ethyl-N-methylformimidamide ClC1=CC=C(COC2(COC2)C2=CC(=C(C=C2C)N=CN(C)CC)F)C=C1